N6,N6-Dimethyl-N2-((6-(2-(methylthio)pyrimidin-5-yl)hex-5-ynoyl)-L-valyl)-L-lysine CN(CCCC[C@H](NC([C@@H](NC(CCCC#CC=1C=NC(=NC1)SC)=O)C(C)C)=O)C(=O)O)C